FC1=CC(=C(OC=2C=NC=[N+](C2)[O-])C=C1)C(N(C)C(C)C)=O 5-(4-fluoro-2-(isopropyl(methyl)carbamoyl)-phenoxy)pyrimidine-1-oxide